C1(CCCCC1)[C@@H](C(NC=1C=C2CC(CC2=CC1)N1C(N[C@@H](C1)C(F)(F)F)=O)=O)NC(=O)C1=CC=NN1C N-((1S)-1-cyclohexyl-2-oxo-2-((2-((S)-2-oxo-4-(trifluoromethyl)imidazolidin-1-yl)-2,3-dihydro-1H-inden-5-yl)amino)ethyl)-1-methyl-1H-pyrazole-5-carboxamide